1-tert-butyl-N-[2-[[4-(3-morpholinophenyl)thiazol-2-yl]amino]-2-oxo-ethyl]pyrrole-3-carboxamide C(C)(C)(C)N1C=C(C=C1)C(=O)NCC(=O)NC=1SC=C(N1)C1=CC(=CC=C1)N1CCOCC1